NC1=C(C(=O)OC)C=CC=C1N1CC2(C1)CN(C2)C2=CC(=CC=C2)N Methyl 2-amino-3-(6-(3-aminophenyl)-2,6-diazaspiro[3.3]heptan-2-yl)benzoate